NC1=NC2=C(C=CC=C2C(=N1)C=1C=NN(C1)CC=1C(N(C=CC1)C1CC1)=O)OC 3-{[4-(2-amino-8-methoxy-4-quinazolinyl)-1H-pyrazol-1-yl]methyl}-1-cyclopropyl-1H-pyridin-2-one